1-(3-bromopropyloxy)-4-fluorobenzene BrCCCOC1=CC=C(C=C1)F